METHYL-CYCLOHEXADIENE CC1=CC=CCC1